C(C)OC([C@H](C(CCNC(=O)OC(C)(C)C)(C)C)N[S@@](=O)C1=C(C=C(C=C1C)C)C)=O (S)-5-((tert-Butoxycarbonyl)amino)-2-(((S)-mesitylsulfinyl)amino)-3,3-dimethylpentanoic acid ethyl ester